(S)-1-(4-((5-(4'-amino-4'H,6'H-spiro[piperidine-4,5'-pyrrolo[1,2-b]pyrazol]-1-yl)pyrazin-2-yl)thio)-3-chloropyridin-2-yl)-N-methyl-1H-pyrrole-3-carboxamide (trifluoroacetate) FC(C(=O)O)(F)F.N[C@H]1C2(CN3N=CC=C31)CCN(CC2)C=2N=CC(=NC2)SC2=C(C(=NC=C2)N2C=C(C=C2)C(=O)NC)Cl